FC(C=1C=C2C(=CN=NC2=CC1)C=1C=C(C=NC1)NC(C(C1=CC=CC=C1)(C=1NC=CN1)O)=O)(F)F N-(5-(6-trifluoromethylcinnolin-4-yl)pyridin-3-yl)-2-hydroxy-2-(1H-imidazol-2-yl)-2-phenyl-acetamide